2,6-Anthraquinonedisulfonic acid C=1(C(C(=CC2=CC3=CC(C=CC3=CC12)=O)S(=O)(=O)O)=O)S(=O)(=O)O